(S)-2-((1-(tert-butoxycarbonyl)Piperidine-4-ylidene)methyl)-1-(oxetan-2-ylmethyl)-1H-benzo[d]imidazole-6-carboxylic acid methyl ester COC(=O)C=1C=CC2=C(N(C(=N2)C=C2CCN(CC2)C(=O)OC(C)(C)C)C[C@H]2OCC2)C1